tert-Butyl 2-(3-((1S)-2-phenyl-1-((tetrahydro-2H-pyran-2-yl)oxy)ethyl)phenyl)acetate C1(=CC=CC=C1)C[C@H](OC1OCCCC1)C=1C=C(C=CC1)CC(=O)OC(C)(C)C